3-methyl-5-(4,4,5,5-tetramethyl-1,3,2-dioxaborolan-2-yl)-1H-Pyrrolo[2,3-b]pyridine CC1=CNC2=NC=C(C=C21)B2OC(C(O2)(C)C)(C)C